5-methyltricyclo[4.3.0.12,5]-decene CC12CCC(=C3CCCC13)C2